6-(4-[8-oxa-3-azabicyclo[3.2.1]octan-3-ylmethyl]phenyl)-4-[(3S)-piperidin-3-ylamino]pyrido[3,2-d]pyrimidine-8-carboxamide C12CN(CC(CC1)O2)CC2=CC=C(C=C2)C=2C=C(C=1N=CN=C(C1N2)N[C@@H]2CNCCC2)C(=O)N